BrC=1C=CC=C2C=C(NC12)C(=O)NN 7-bromo-1H-indole-2-carbohydrazide